OC1CCN(CC1)C1=CC=C(C=N1)C(=O)NC1=NNC(=C1)C1=NC2=C(N1)C=CC(=C2)C(F)(F)F 6-(4-hydroxy-1-piperidyl)-N-[5-[5-(trifluoromethyl)-1H-benzimidazol-2-yl]-1H-pyrazol-3-yl]pyridine-3-carboxamide